CC1=CC=C(N=N1)NC1=CC2=C(C=N1)N=CN2C2=CC=C(C(=N2)C=2C(=NN(C2)CC(F)(F)F)C)C(C)=O 1-[6-[6-[(6-methyl-pyridazin-3-yl)amino]imidazo[4,5-c]pyridin-1-yl]-2-[3-methyl-1-(2,2,2-trifluoroethyl)pyrazol-4-yl]-3-pyridyl]ethanone